tert-Butyl 3-(4-(methoxycarbonyl)phenyl)-4-oxopiperidine-1-carboxylate COC(=O)C1=CC=C(C=C1)C1CN(CCC1=O)C(=O)OC(C)(C)C